copper(III) oxide [Cu+]=O